3-(5-(4-(5-(4-(3-(4-Fluoro-2-(trifluoromethyl)phenyl)-7-hydroxychroman-4-yl)phenoxy)pentyl)piperazin-1-yl)-1-oxoisoindolin-2-yl)piperidin-2,6-dion FC1=CC(=C(C=C1)C1COC2=CC(=CC=C2C1C1=CC=C(OCCCCCN2CCN(CC2)C=2C=C3CN(C(C3=CC2)=O)C2C(NC(CC2)=O)=O)C=C1)O)C(F)(F)F